1-[2,6-Bis-(2,2-difluoro-ethylamino)-8-propylamino-pyrimido[5,4-d]-pyrimidin-4-yl-amino]-2-methyl-propan-2-ol FC(CNC=1N=C(C2=C(N1)C(=NC(=N2)NCC(F)F)NCCC)NCC(C)(O)C)F